OC1(COC1)C1=CC=C(C=C1)C(=O)N1CCC(CC1)OC1=CC=C(C=C1)S(=O)(=O)C(F)(F)F (4-(3-hydroxyoxetan-3-yl)phenyl)(4-(4-((trifluoromethyl)sulfonyl)phenoxy)piperidin-1-yl)methanone